BrCCC(=O)N1CCN(C2=CC=CC=C12)CC(C)C 3-bromo-1-(4-isobutyl-3,4-dihydroquinoxalin-1(2H)-yl)propan-1-one